2,6-dimethyl-4-[(tris(propan-2-yl)silyl)oxy]benzaldehyde CC1=C(C=O)C(=CC(=C1)O[Si](C(C)C)(C(C)C)C(C)C)C